4-(3-fluoro-5-methoxybenzyl)-N-hydroxy-3-oxo-3,4-dihydro-2H-benzo[b][1,4]oxazine-6-carboxamide FC=1C=C(CN2C3=C(OCC2=O)C=CC(=C3)C(=O)NO)C=C(C1)OC